C(CCCCCCCCCCCCCCC)(=O)OCC(COC(C(CCCCCCCC)CCCCCC)=O)C1CCN(CC1)CCCCO 3-((2-hexyldecanoyl)oxy)-2-(1-(4-hydroxybutyl)piperidin-4-yl)propyl palmitate